C(C)N\C=C(/C(=O)OCC)\C(C1=C(C=C(C(=C1)F)F)F)=O ethyl (Z)-3-(ethylamino)-2-(2,4,5-trifluorobenzoyl)acrylate